2,2-dimethoxy-7-azaspiro[3.5]nonane hydrochloride Cl.COC1(CC2(C1)CCNCC2)OC